N1CC(C1)C1=CC(=C2CN(C(C2=C1)=O)CC1=CC=C(C=C1)OC)C(F)(F)F 6-(azetidin-3-yl)-2-(4-methoxybenzyl)-4-(trifluoromethyl)-isoindolin-1-one